O=C(CC(=O)O)C1=CC=CC=C1.C1(=CC=CC=C1)S(=O)(=O)N (benzenesulfonamide) 3-oxo-3-phenylpropionate